tert-Butyl N-[(3R)-1-methyl-5-oxo-pyrrolidin-3-yl]carbamate CN1C[C@@H](CC1=O)NC(OC(C)(C)C)=O